C(C)(C)(C)OC(=O)N[C@@H](CC(=O)O)C(=O)OC (3S)-3-(tert-butoxycarbonylamino)-4-methoxy-4-oxobutanoic acid